tert-butyl (4-(6-chloro-8-fluoro-2-(2-((S)-1-methylpyrrolidin-2-yl)ethoxy)-4-(methylthio)quinazolin-7-yl)-7-fluorobenzo[d]thiazol-2-yl)carbamate ClC=1C=C2C(=NC(=NC2=C(C1C1=CC=C(C2=C1N=C(S2)NC(OC(C)(C)C)=O)F)F)OCC[C@H]2N(CCC2)C)SC